2-cyclopropyl-N-[6-(2,2-difluoroethoxy)-5-fluoro-2-methoxy-3-pyridyl]quinoline C1(CC1)C1N(C2=CC=CC=C2C=C1)C=1C(=NC(=C(C1)F)OCC(F)F)OC